(R)-3-fluoro-5-(((1-hydroxyicosan-2-yl)oxy)methyl)benzonitrile FC=1C=C(C#N)C=C(C1)CO[C@@H](CO)CCCCCCCCCCCCCCCCCC